N1(N=NC2=C1C=CC=C2)O 1,2,3-Benzotriazol-1-ol